CN1CCN(CC1)CCNC1=NC(=NC2=CC=CC=C12)NCC1=CC=C(C=C1)C(F)(F)F N4-(2-(4-methylpiperazin-1-yl)ethyl)-N2-(4-(trifluoromethyl)benzyl)quinazoline-2,4-diamine